ClC1=C(C=CC=C1)NC(C1=CC=C(C=C1)NC1=NC(=NC=C1F)NC1=CC=C(C=C1)C(NN1CCC(CC1)CCN1CCN(CC1)C1=C(C=C(C=C1)C1C(NC(CC1)=O)=O)F)=O)=O N-(2-chlorophenyl)-4-((2-((4-((4-(2-(4-(4-(2,6-dioxopiperidin-3-yl)-2-fluorophenyl)piperazin-1-yl)ethyl)piperidin-1-yl)carbamoyl)phenyl)amino)-5-fluoropyrimidin-4-yl)amino)benzamide